FC1=CC=C2C[C@@H](C2=C1)NC(=NO)C=1C(=NON1)OCCNC(=O)C1=NNC=N1 N-{2-[(4-{N-[(7S)-4-Fluorobicyclo[4.2.0]octa-1,3,5-trien-7-yl]-N'-hydroxycarbamimidoyl}-1,2,5-oxadiazol-3-yl)oxy]ethyl}-1H-1,2,4-triazol-3-carboxamid